3-(3,4,6-trifluorophenyl)-1,5-dimethyl-pyrazol-4-ol FC=1C=C(C(=CC1F)F)C1=NN(C(=C1O)C)C